C1OCC2=CC(=CC=C12)OC1CCN(CC1)C1=C(C=C2C(=N1)CNC2=O)C 2-[4-[(1,3-dihydro-5-isobenzofuranyl)oxy]-1-piperidinyl]-6,7-dihydro-3-methyl-5H-pyrrolo[3,4-b]pyridin-5-one